valeric acid sodium salt [Na+].C(CCCC)(=O)[O-]